F[C@H](CNC(=O)C=1C(=C2C(=NC1)SC(=C2)C2=CN=C(S2)OC)NC(C)C)C(C)(C)O (R)-N-(2-Fluoro-3-hydroxy-3-methylbutyl)-4-(isopropylamino)-2-(2-methoxythiazol-5-yl)thieno[2,3-b]pyridin-5-carboxamid